BrC=1C=CC(=NC1)C(C(C)=O)(F)F 1-(5-bromopyridin-2-yl)-1,1-difluoropropan-2-one